C(C)N1N=NC(=C1)S(=O)(=O)N1C[C@]2(CC3=C(C=C2CC1)N(N=C3)C3=CC=C(C=C3)F)C(=O)C3=NC=CC(=C3)C(F)(F)F (R)-(6-((1-ethyl-1H-1,2,3-triazol-4-yl)sulfonyl)-1-(4-fluorophenyl)-4,4a,5,6,7,8-hexahydro-1H-pyrazolo[3,4-g]isoquinolin-4a-yl)(4-(trifluoromethyl)pyridin-2-yl)methanone